5-((7-fluoro-1,4-dimethoxy-3-methylnaphthalen-2-yl)methyl)pyrimidine-2-carbonitrile FC1=CC=C2C(=C(C(=C(C2=C1)OC)CC=1C=NC(=NC1)C#N)C)OC